methyl 2-acetyl-1,2,3,4-tetrahydroisoquinoline-6-carboxylate C(C)(=O)N1CC2=CC=C(C=C2CC1)C(=O)OC